2-Hydroxyethyl 2-bromoisobutyrat BrC(C(=O)OCCO)(C)C